FC(C1=NC(=NN1)C1=NC=CC=C1)(F)F 2-[5-(trifluoromethyl)-1H-1,2,4-triazole-3-yl]Pyridine